C(C)N1N=CC(=C1)C(O)C1=C(C=CC(=C1)[N+](=O)[O-])OC1=CC=CC=C1 (1-Ethyl-1H-pyrazol-4-yl)(5-nitro-2-phenoxyphenyl)methanol